BrC1=CC(=C(C(=C1)NC(C)C)N)F 5-bromo-3-fluoro-N1-isopropyl-benzene-1,2-diamine